O1CCN(CC1)CCCO 3-morpholino-1-propanol